ClC1=C(C(=O)N2COC3=C(C2)C=CC=C3C3=CC(=C(C(=O)O)C=C3F)N3C2COCC3CC2)C(=CC(=C1)N1CC2(CN(C2)C2COC2)C1)Cl 4-[3-[2,6-Dichloro-4-[2-(oxetan-3-yl)-2,6-diazaspiro[3.3]heptan-6-yl]benzoyl]-2,4-dihydro-1,3-benzoxazin-8-yl]-5-fluoro-2-(3-oxa-8-azabicyclo[3.2.1]octan-8-yl)benzoic acid